N-((5-(tert-butyl)-2,3-dihydrobenzofuran-7-yl)sulfonyl)-5-(1H-pyrazol-1-yl)quinoline-2-carboxamide C(C)(C)(C)C=1C=C(C2=C(CCO2)C1)S(=O)(=O)NC(=O)C1=NC2=CC=CC(=C2C=C1)N1N=CC=C1